COC=1C=C(C=CC1NCC#CC=1N(C2=CC=CC(=C2C1)NC1CCC(CC1)N(C)C)CC(F)(F)F)S(=O)(=O)N 3-methoxy-4-{[3-(4-{[(1r,4r)-4-(dimethylamino)cyclohexyl]amino}-1-(2,2,2-trifluoroethyl)-1H-indol-2-yl)prop-2-yn-1-yl]amino}benzene-1-sulfonamide